COC(CC=1C=C2NC(CNC2=CC1)=O)=O 2-(3-oxo-1,2,3,4-tetrahydro-quinoxalin-6-yl)acetic acid methyl ester